2-bromo-6-chloro[1,3]thiazolo[5,4-c]pyridine BrC=1SC=2C=NC(=CC2N1)Cl